4-((3-fluoropyridin-2-yl)thio)-6-(5-methyl-1-(1-(methylsulfonyl)piperidin-4-yl)-1H-pyrazol-4-yl)pyrazolo[1,5-a]pyridine-3-carbonitrile FC=1C(=NC=CC1)SC=1C=2N(C=C(C1)C=1C=NN(C1C)C1CCN(CC1)S(=O)(=O)C)N=CC2C#N